5-chloro-N-(3-cyano-4-fluorophenyl)-2-(4,4-difluoroazepan-1-yl)-6-(fluoromethyl)nicotinamide ClC=1C(=NC(=C(C(=O)NC2=CC(=C(C=C2)F)C#N)C1)N1CCC(CCC1)(F)F)CF